COC(C1=CN=C(C=C1)N1CC(CC1)C(N)=O)=O 6-(3-carbamoylpyrrolidin-1-yl)nicotinic acid methyl ester